CN1CCN(CC1)CC1=C(C=CC=C1)C(/C=C/C=1C=C(C(=O)O)C=CC1)=O 3-[(E)-3-[2-[(4-Methylpiperazin-1-yl)methyl]phenyl]-3-oxoprop-1-enyl]benzoic acid